C(CC)(=O)ON1ON(ON(O1)CC(=O)OC(C)(C)C)OC(CC)=O 3'-(5-(2-(tert-butoxy)-2-oxoethyl)-2,4,6-trioxa-1,3,5-triazine-1,3-diyl) dipropionate